3-((2-(1-methyl-1H-imidazol-2-yl)-5-((2-methyl-[1,1'-biphenyl]-3-yl)methoxy)phenoxy)methyl)benzonitrile CN1C(=NC=C1)C1=C(OCC=2C=C(C#N)C=CC2)C=C(C=C1)OCC=1C(=C(C=CC1)C1=CC=CC=C1)C